2-(2-chlorophenyl)-N-[4-(2H-Indazol-2-yl)-3-sulfamoylphenyl]Acetamide ClC1=C(C=CC=C1)CC(=O)NC1=CC(=C(C=C1)N1N=C2C=CC=CC2=C1)S(N)(=O)=O